tert-butyl (2S,3S)-3-[tert-butyl(dimethyl)silyl]oxy-2-(hydroxymethyl)pyrrolidine-1-carboxylate [Si](C)(C)(C(C)(C)C)O[C@@H]1[C@@H](N(CC1)C(=O)OC(C)(C)C)CO